(1S)-1-{1-[5-(morpholin-4-yl)pyridin-2-yl]-1H-1,2,4-triazol-5-yl}ethylamine hydrochloride Cl.N1(CCOCC1)C=1C=CC(=NC1)N1N=CN=C1[C@H](C)N